C(CCCCCCCC=CCCCCCCCC)(=O)O (11E)-octadeca-9-enoic acid